3-phenyl-3-bromo-1-(naphthoxy)-propane C1(=CC=CC=C1)C(CCOC1=CC=CC2=CC=CC=C12)Br